ClC=1C=NC(=NC1)C1=CC(=C(C=C1)C(CCC(F)(F)F)NC1=CC=C(C(=O)N2C[C@@H](CCC2)C(=O)O)C=C1)C (3R)-1-(4-((1-(4-(5-chloropyrimidin-2-yl)-2-methylphenyl)-4,4,4-trifluorobutyl)amino)benzoyl)piperidine-3-carboxylic acid